CNC(=O)C1=NN(C(=C1)C(=O)NCC1=CC=NC=C1)[C@@H](C)C1=CC=CC=C1 (S)-N3-methyl-1-(1-phenylethyl)-N5-(pyridin-4-ylmethyl)-1H-pyrazole-3,5-dicarboxamide